2-(4,4-difluoro-1-hydroxy-2-methylbutan-2-yl)isoindoline-1,3-dione FC(CC(CO)(C)N1C(C2=CC=CC=C2C1=O)=O)F